((1S,6R,7R)-3-(3-(3-chloroquinolin-7-yl)-1H-pyrazolo[3,4-b]pyrazin-6-yl)-7-(2-fluorophenyl)-3-azabicyclo[4.1.0]heptan-7-yl)methanamine ClC=1C=NC2=CC(=CC=C2C1)C1=NNC2=NC(=CN=C21)N2C[C@@H]1[C@]([C@@H]1CC2)(C2=C(C=CC=C2)F)CN